2-[4-[(5-benzyloxy-4-cyclopropylsulfonyl-2-pyridyl)oxy]-3,5-dichloro-phenyl]-6-(difluoromethyl)-1,2,4-triazine-3,5-dione C(C1=CC=CC=C1)OC=1C(=CC(=NC1)OC1=C(C=C(C=C1Cl)N1N=C(C(NC1=O)=O)C(F)F)Cl)S(=O)(=O)C1CC1